COC(CCC#C)=O 5-methoxy-5-oxopent-1-yn